C(C)(C)C1=CC=C(CN(C(=O)[C@@H]2CN(CCC2)C=2C=C(OC(C(=O)OC(C)(C)C)(C)C)C=CC2)C)C=C1 tert-butyl (S)-2-(3-(3-((4-isopropylbenzyl)(methyl)carbamoyl)piperidin-1-yl)phenoxy)-2-methylpropanoate